(R)-2-(4-(5-(7,8-dimethyl-[1,2,4]triazolo[1,5-a]pyridin-6-yl)-6-isopropyl-4H-pyrrolo[3,2-d]thiazol-2-yl)-3-methylpiperazin-1-yl)acetamide methyl-pyruvate CCC(C(=O)O)=O.CC1=C(C=2N(C=C1C1=C(C=3N=C(SC3N1)N1[C@@H](CN(CC1)CC(=O)N)C)C(C)C)N=CN2)C